C(C)N(CC)CC1(CC1)NC(C(C)(C1=NN(C2=CC=CC=C12)C)C)=O N-(1-((diethylamino)methyl)cyclopropyl)-2-methyl-2-(1-methyl-1H-indazol-3-yl)propanamide